CC1=CCC(C1(C)C)C2=CCC(CC2)C(C)(C)O The molecule is a tertiary alcohol and a cyclohexenylalkanol. It contains a campholenic cyclohexenyl group. It derives from a hydride of a cyclopentene.